tert-butyl 4-(4-((2,6-dioxopiperidin-3-yl)amino)-2-fluorophenyl)piperazine-1-carboxylate O=C1NC(CCC1NC1=CC(=C(C=C1)N1CCN(CC1)C(=O)OC(C)(C)C)F)=O